C(C)(C)N1N=CC=C1C1=NC=CC=C1COC1=C(C=O)C(=CC=C1)OCOC 2-((2-(1-isopropyl-1H-pyrazol-5-yl)pyridin-3-yl)methoxy)-6-(methoxymethoxy)benzaldehyde